COCC1C2=CC=CC=C2C=2C=CC=CC12 9-methoxymethylfluorene